4-bromo-6-methyl-7-oxo-6,7-dihydro-1H-pyrrolo[2,3-c]pyridine-2-carboxylic acid BrC=1C2=C(C(N(C1)C)=O)NC(=C2)C(=O)O